Ethyl (S)-3-((tert-butoxycarbonyl)amino)-3-(5-cyclopropyl-4-fluoro-6'-hydroxy-2',3',4'-trimethyl-[1,1'-biphenyl]-3-yl)propanoate C(C)(C)(C)OC(=O)N[C@@H](CC(=O)OCC)C=1C=C(C=C(C1F)C1CC1)C1=C(C(=C(C=C1O)C)C)C